(2S)-1-(3-chloro-5-fluoro-phenyl)-2-methyl-piperazine ClC=1C=C(C=C(C1)F)N1[C@H](CNCC1)C